C1(=CC=C(C=C1)C1=NC(=NO1)C1N(CCC1)C#N)C1=CC=CC=C1 2-(5-([1,1'-biphenyl]-4-yl)-1,2,4-oxadiazol-3-yl)pyrrolidine-1-carbonitrile